1-hydroxycyclohexyl-phenylketone methyl-(E)-4-[2-[2-[2-[2-[2-[tert-butyl(dimethyl)silyl]oxyethoxy]ethoxy]ethoxy]ethoxy]ethoxy]but-2-enoate COC(\C=C\COCCOCCOCCOCCOCCO[Si](C)(C)C(C)(C)C)=O.OC1(CCCCC1)C1=C(C=CC=C1)C(=O)C1=C(C=CC=C1)C1(CCCCC1)O